C1(=CC=CC=C1)SC1=CC=C(C=C1)C(CCCCCCC)=NO 1-(4-phenylsulfanylphenyl)-octan-1-one oxime